COC1=NC=CC(=C1C1C(C1)(C(=O)N)CN(C)C)OC 2-(2,4-dimethoxypyridin-3-yl)-1-[(dimethylamino)methyl]cyclopropane-1-carboxamide